C(#N)C=1C(=C2C(=NC(=NC2=C(C1C1=CC(=CC2=CC=CC(=C12)F)OCOC)F)S(=O)(=O)C)N1CC2CCC(C1)N2C(=O)OC(C)(C)C)OC tertbutyl 3-(6-cyano-8-fluoro-7-(8-fluoro-3-(methoxymethoxy)naphthalen-1-yl)-5-methoxy-2-(methylsulfonyl)quinazolin-4-yl)-3,8-diazabicyclo[3.2.1]octane-8-carboxylate